NCCOCCOCCNC(OC(C)(C)C)=O tert-butyl (2-(2-(2-aminoethoxy)ethoxy) ethyl)carbamate